BrC=1C=CC(=C(C=O)C1)[N+](=O)[O-] 5-bromo-2-nitro-benzaldehyde